C(C)(C)(C)C1=NC(=NO1)C1=CC=C(C(=O)N2CC3(C2)CC(C3)N3N=C(N=C3)C#N)C=C1 1-[2-[4-(5-tert-butyl-1,2,4-oxadiazol-3-yl)benzoyl]-2-azaspiro[3.3]heptan-6-yl]-1,2,4-triazole-3-carbonitrile